4-methyl-N,N-di(prop-2-yn-1-yl)benzenesulfonamide CC1=CC=C(C=C1)S(=O)(=O)N(CC#C)CC#C